O=C1NC(CCC1N1C(C2=CC=CC(=C2C1=O)NCCCCCCCCCCNC(COC=1C=C(C(=O)NC=2SC=C(N2)C2=NC=CC=C2)C=C(C1)C(=O)N1CCN(CC1)C)=O)=O)=O 3-(2-((10-((2-(2,6-dioxopiperidin-3-yl)-1,3-dioxoisoindolin-4-yl)amino)decyl)amino)-2-oxoethoxy)-5-(4-methylpiperazine-1-carbonyl)-N-(4-(pyridin-2-yl)thiazol-2-yl)benzamide